FC(CC[C@@H]1CN(C2=C(S([C@@H]1F)(=O)=O)C=C(C(=C2)C(F)(F)F)OC[C@H](C(=O)OC)C)C2=CC=C(C=C2)F)(C)F methyl (R)-3-(((2S,3R)-3-(3,3-difluorobutyl)-2-fluoro-5-(4-fluorophenyl)-1,1-dioxido-7-(trifluoromethyl)-2,3,4,5-tetrahydrobenzo[b][1,4]thiazepin-8-yl)oxy)-2-methylpropanoate